C1=2C=C(C=CC2CC1)[C@@H]([C@H](CC1C(NC(N(C1=O)C1CCOCC1)=O)=O)F)N[S@](=O)C(C)(C)C (R)-N-((1S,2S)-1-(bicyclo[4.2.0]oct-1(6),2,4-trien-3-yl)-2-fluoro-3-(2,4,6-trioxo-1-(tetrahydro-2H-pyran-4-yl)hexahydropyrimidin-5-yl)propyl)-2-methylpropan-2-sulfinamide